CC1=CC(OC1=O)O\C=C(\C(=O)OCC)/N1C=CC2=C1N=CN=C2 ethyl (Z)-3-[(4-methyl-5-oxo-2H-furan-2-yl)oxy]-2-pyrrolo[2,3-d]pyrimidin-7-yl-prop-2-enoate